toluylthiourea C1(=C(C=CC=C1)NC(=S)N)C